Methyl 2-(3-bromo-7-((tert-butoxycarbonyl)(thiophen-2-ylmethyl)amino)-5-chlorothieno[3,2-b]pyridin-2-yl)-1-(tert-butylsulfinyl)piperidine-3-carboxylate BrC1=C(SC=2C1=NC(=CC2N(CC=2SC=CC2)C(=O)OC(C)(C)C)Cl)C2N(CCCC2C(=O)OC)S(=O)C(C)(C)C